isopropyl ((((3aS,4S,6R,6aR)-6-(4-aminopyrrolo[2,1-f][1,2,4]triazin-7-yl)-6-cyano-4-fluoro-2-methoxytetrahydrofuro[3,4-d][1,3]dioxol-4-yl)methoxy)(phenoxy)phosphoryl)-L-alaninate NC1=NC=NN2C1=CC=C2[C@@]2(O[C@]([C@@H]1[C@H]2OC(O1)OC)(F)COP(=O)(OC1=CC=CC=C1)N[C@@H](C)C(=O)OC(C)C)C#N